C(C)OC(=O)C=1NC2=C(C(=CC=C2C1CCCOC1=CC=CC2=CC(=CC=C12)F)F)C=1C(=NN(C1C)C)[C@@H](CCN1CCOCC1)O |r| (rac)-6-fluoro-3-{3-[(6-fluoronaphthalen-1-yl)oxy]propyl}-7-{3-[1-hydroxy-3-(morpholin-4-yl)propyl]-1,5-dimethyl-1H-pyrazol-4-yl}-1H-indole-2-carboxylic acid ethyl ester